BrC1=CC=C(C=C1)CC(Cl)[Si](C)(C)C (2-(4-bromophenyl)-1-chloroethyl)trimethylsilane